C(C)(C)(C)C1=CC=C(C=C1)S(=O)(=O)N(S(=O)(=O)C1=CC=CC=C1)F 4-(tert-butyl)-N-fluoro-N-(benzenesulfonyl)benzenesulfonamide